BrC1=CC(=NC=2OC=CNC21)C 8-bromo-6-methyl-1H-pyrido[2,3-b][1,4]oxazine